FC(OC1=CC=C(C=C1)C1=CC=C(C=N1)\C=C/1\C(NC(S1)=O)=O)(F)F (Z)-5-((6-(4-(trifluoromethoxy)phenyl)pyridin-3-yl)methylene)thiazolidine-2,4-dione